O1C(OCC1)C1CCN(CC1)C=1C=CC(=NC1)NC1C(NC(CC1)=O)=O 3-((5-(4-(1,3-dioxolane-2-yl)piperidin-1-yl)pyridin-2-yl)amino)piperidine-2,6-dione